BrC1=NN(C(=N1)C(=O)OCC)C1CC1 ethyl 3-bromo-1-cyclopropyl-1H-1,2,4-triazole-5-carboxylate